3-(difluoromethyl)-1-methyl-N-(1-(2-(2-(trifluoromethyl)pyridin-4-yl)thiazol-5-yl)ethyl)-1H-pyrazole-5-carboxamide FC(C1=NN(C(=C1)C(=O)NC(C)C1=CN=C(S1)C1=CC(=NC=C1)C(F)(F)F)C)F